2-phenyl-5-vinylthio-1,3,4-oxadiazole C1(=CC=CC=C1)C=1OC(=NN1)SC=C